2,2-bis(trifluoromethyl)-4,5-difluoro-4,5-dichloro-1,3-dioxolane FC(C1(OC(C(O1)(Cl)F)(Cl)F)C(F)(F)F)(F)F